C1(CC1)S(=O)(=O)NC=1SC=C(N1)C1(CCCC1)C(=O)NC1=CC=C(C=C1)C1=NC(=CN=C1)OC 1-(2-(cyclopropanesulfonamido)thiazol-4-yl)-N-(4-(6-methoxypyrazin-2-yl)phenyl)cyclopentane-1-carboxamide